BrC=1N=C(C(=NC1)OC1CN(CC1)C(COC)=O)C 1-[3-[(5-bromo-3-methylpyrazin-2-yl)oxy]pyrrolidin-1-yl]-2-methoxyethanone